14-(3-amino-1-propen-1-yl)-7-ethyl-7-hydroxy-10,13-dihydro-11H-[1,3]dioxolo[4,5-g]pyrano[3',4':6,7]indolizino[1,2-b]quinoline-8,11(7H)-dione NCC=CC1=C2C(=NC=3C=C4C(=CC13)OCO4)C4=CC1=C(C(N4C2)=O)COC(C1(O)CC)=O